FC(C1=CC=C(C=C1)C1=C(C(=NC=C1)N1CC(CC1)(F)F)NC(=O)C=1C=NC(=NC1)C(C)C)F N-[4-[4-(difluoromethyl)phenyl]-2-(3,3-difluoropyrrolidin-1-yl)-3-pyridyl]-2-isopropyl-pyrimidine-5-carboxamide